tert-butyl (5-(6-bromo-3,3-dimethyl-3,4-dihydroisoquinolin-2(1H)-yl)pyridin-2-yl)carbamate BrC=1C=C2CC(N(CC2=CC1)C=1C=CC(=NC1)NC(OC(C)(C)C)=O)(C)C